BrC1=NC=CC(=N1)C(C)(CC)NS(=O)C(C)(C)C N-(2-(2-Bromopyrimidin-4-yl)butan-2-yl)-2-methylpropane-2-sulfinamide